C(C)(C)(C)OC(=O)NCC12OCC(C1)(C2)C(=O)O 1-[(tert-butoxycarbonylamino)methyl]-2-oxabicyclo[2.1.1]hexane-4-carboxylic acid